NC1=NC=CC=C1C1=NC=2C(=NC(=CC2)C2=C(C#N)C=CC=N2)N1C1=CC=C(C=C1)CO 2-(2-(2-aminopyridin-3-yl)-3-(4-(hydroxymethyl)phenyl)-3H-imidazo[4,5-b]pyridin-5-yl)nicotinonitrile